C(C)(C)(C)OC(=O)N1CC(C(C1)=C)OC(C1=CC=CC=C1)=O 3-(benzoyloxy)-4-methylenepyrrolidine-1-carboxylic acid tert-butyl ester